2,4-dihydrobenzoic acid C(C1CCCC=C1)(=O)O